BrC1=C(C=C2C=C(C(=NC2=C1F)O)C#N)Cl 7-bromo-6-chloro-3-cyano-8-fluoro-2-hydroxyquinoline